OC1=C(C(=CC(=C1CNC(=O)N1CCCC1)CCCCC)O)C1=CC(=CC=C1)C N-((2,6-dihydroxy-3'-methyl-4-pentyl-[1,1'-biphenyl]-3-yl)methyl)pyrrolidine-1-carboxamide